C(C1=CC=CC=C1)[C@@H]1CN(CCN1C1=NC=C2C(=N1)N(N=C2C2=C(C(=C(C(=C2)C(F)(F)F)F)O)F)C)C(=O)OC(C)C Isopropyl (R)-3-benzyl-4-(3-(2,4-difluoro-3-hydroxy-5-(trifluoromethyl)phenyl)-1-methyl-1H-pyrazolo[3,4-d]pyrimidin-6-yl)piperazine-1-carboxylate